3-{2-fluoro-4-methoxy-5-[(naphthalen-1-ylmethyl)amino]phenyl}-2,4-dioxo-1H-thieno[3,4-d]pyrimidine-5-carboxylic acid FC1=C(C=C(C(=C1)OC)NCC1=CC=CC2=CC=CC=C12)N1C(NC=2C(C1=O)=C(SC2)C(=O)O)=O